FC(N1N=C(C(=C1)C#N)C#N)(F)F 1-(Trifluoromethyl)-1H-pyrazole-3,4-dinitrile